ethyl (S)-2-((((9H-fluoren-9-yl)methoxy)carbonyl)amino)-2-ethyl-4-(2-(2-(2-((7-nitrobenzo[c][1,2,5]oxadiazol-4-yl)amino)ethoxy)ethoxy)ethoxy)butanoate C1=CC=CC=2C3=CC=CC=C3C(C12)COC(=O)N[C@](C(=O)OCC)(CCOCCOCCOCCNC1=CC=C(C2=NON=C21)[N+](=O)[O-])CC